C(C)(C)(C)C1=CC=C(C=C1)C=1C=2N(C=C(N1)CNC(C=C)=O)C=CN2 N-((8-(4-(tert-butyl)phenyl)imidazo[1,2-a]pyrazin-6-yl)methyl)acrylamide